8-({4-[1-cyclopropyl-4-(trifluoromethyl)imidazol-2-yl]phenyl}methyl)-2-(4-cyclopropyl-6-methoxypyrimidin-5-yl)-6-(1-methylimidazol-4-yl)pteridin-7-one C1(CC1)N1C(=NC(=C1)C(F)(F)F)C1=CC=C(C=C1)CN1C(C(=NC=2C=NC(=NC12)C=1C(=NC=NC1OC)C1CC1)C=1N=CN(C1)C)=O